FC(C=1C(=NC=CC1)S)(F)F 3-(trifluoromethyl)pyridine-2-thiol